[Si](C1=CC=CC=C1)(C1=CC=CC=C1)(C(C)(C)C)OCC(CN1[C@@H](C2=CC=C3C(=C2C[C@H]1C)C=NN3)C3=C(C=C(C=C3F)NC3CNC3)F)(F)F N-(4-((6S,8R)-7-(3-((tert-butyldiphenylsilyl)oxy)-2,2-difluoropropyl)-8-methyl-6,7,8,9-tetrahydro-3H-pyrazolo[4,3-f]isoquinolin-6-yl)-3,5-difluorophenyl)azetidin-3-amine